(Z)-3-((1H-pyrrolo[2,3-c]pyridin-2-yl)methylene)-5-(8-methyl-2,3-dihydro-1H-pyrido[2,3-b][1,4]oxazin-7-yl)indolin-2-one N1C(=CC=2C1=CN=CC2)\C=C\2/C(NC1=CC=C(C=C21)C2=C(C1=C(OCCN1)N=C2)C)=O